tert-Butyl 3-(bromomethyl)phenylcarbamate BrCC=1C=C(C=CC1)NC(OC(C)(C)C)=O